BrC1=NC=CC(=C1F)NC(=O)N1CC=2C(=NN3C2C(CC[C@@](C3)(CO)F)(F)F)C[C@H]1C |o1:21| (3R,8R*)-N-(2-Bromo-3-fluoropyridin-4-yl)-8,11,11-trifluoro-8-(hydroxylmethyl)-3-methyl-3,4,8,9,10,11-hexahydro-1H-pyrido[4',3':3,4]pyrazolo[1,5-a]azepine-2(7H)-carboxamide